C(C)OC(C(C)=O)=O alpha-ketopropionic acid ethyl ester